1-Benzyl-N5-cyclopropyl-N3-methyl-1H-pyrazole-3,5-dicarboxamide C(C1=CC=CC=C1)N1N=C(C=C1C(=O)NC1CC1)C(=O)NC